[Br-].BrC1=CC=C(C=C1)C(C[N+]1=CC=C(C2=CC=CC=C12)C)=O 1-[2-(4-bromophenyl)-2-oxoethyl]-4-methylquinolin-1-ium bromide